ethanolamine-HCL Cl.C(O)CN